CC=1C=C(C=C(C1)C)C=1C=C2C(=NC1)NC(N2CCN2CC(C2)F)=O 6-(3,5-dimethylphenyl)-1-[2-(3-fluoroazetidin-1-yl)ethyl]-3H-imidazo[4,5-b]pyridin-2-one